1,3,9,12-dodecanetetrol C(CC(CCCCCC(CCCO)O)O)O